NC1=C(C(N(C2=CC(=CC=C12)C(F)(F)F)C1=CC=C(C=C1)C(C)O)=O)C(=O)[O-] 4-amino-1-(4-(1-hydroxyethyl) phenyl)-2-oxo-7-(trifluoromethyl)-1,2-dihydroquinoline-3-carboxylate